2-cyclohexyl-2,5-dihydroAzole C1(CCCCC1)C1NCC=C1